1-(4-hydroxyphenyl)-7-methoxy-1,2,3,4-tetrahydroisoquinolin-8-ol OC1=CC=C(C=C1)C1NCCC2=CC=C(C(=C12)O)OC